C[Si](CC[SiH2]OC)(O[SiH](O[Si](CC[SiH2]OC)(C)C)C)C 6,6,8,10,10-pentamethyl-2,7,9,14-tetraoxa-3,6,8,10,13-pentasilapentadecane